1-[6-[2-amino-4-(2-morpholinoethoxy)anilino]-2-phenoxy-3-pyridyl]ethanone NC1=C(NC2=CC=C(C(=N2)OC2=CC=CC=C2)C(C)=O)C=CC(=C1)OCCN1CCOCC1